FC1=C(C(=C(C(=C1[B-](C1=C(C(=C(C(=C1F)F)F)F)F)(C1=C(C(=C(C(=C1F)F)F)F)F)C1=C(C(=C(C(=C1F)F)F)F)F)F)F)F)F.C(C1=CC=CC=C1)[N+]1=C(C=CC=C1)C#N benzyl-(2-cyanopyridinium) tetrakis(pentafluorophenyl)borate